4-hydroxy-2-methyl-benzaldehyde OC1=CC(=C(C=O)C=C1)C